2-chloro-2,2-difluoroacetophenone ClC(C(=O)C1=CC=CC=C1)(F)F